C1(CCCCCCCCC1)NC1CCC(CC1)=O 4-(cyclodecylamino)cyclohexanone